C1(CC1)C(=O)NC1=NC=CC2=C1NC1=CC(=CC=C21)C(=O)N 1-(cyclopropanecarboxamido)-9H-pyrido[3,4-b]indole-7-carboxamide